(S)-2-(5-(5-(trifluoromethyl)pyrimidin-2-yl)-1,4,5,6-tetrahydropyrrolo[3,4-d]imidazol-4-yl)benzo[d]oxazole FC(C=1C=NC(=NC1)N1CC=2NC=NC2[C@H]1C=1OC2=C(N1)C=CC=C2)(F)F